(S)-6-(4-chlorobenzyl)-2-(5-fluoropyridin-2-yl)-9-isopropyl-2,6,9-triazaspiro[4.5]decane-7,10-dione ClC1=CC=C(CN2[C@]3(CCN(C3)C3=NC=C(C=C3)F)C(N(CC2=O)C(C)C)=O)C=C1